4-chlorobenzyl (4-((5-fluoro-N-methyl-1H-pyrazole-4-carboxamido)meth-yl)phenyl)carbamate FC1=C(C=NN1)C(=O)N(C)CC1=CC=C(C=C1)NC(OCC1=CC=C(C=C1)Cl)=O